FC1=CC=C(C=C1)N1N=C(C2=C(C=CC=C2C1=O)C)C=1C=C(C=CC1)NS(=O)(=O)CC N-(3-(3-(4-Fluorophenyl)-8-methyl-4-oxo-3,4-dihydrophthalazin-1-yl)phenyl)ethanesulfonamide